C[C@H]1N(CCOC1)C1=CC(NC(=C1)N1C2(CCC2)COCC1)=O 4-[(3R)-3-methylmorpholin-4-yl]-6-(8-oxa-5-azaspiro[3.5]non-5-yl)-1H-pyridin-2-one